(Z)-3-(4-((5-cyclopropyl-3-(2,6-dichlorophenyl)isoxazol-4-yl)methoxy)piperidin-1-yl)-N'-hydroxyisoxazole-5-carboximidamide C1(CC1)C1=C(C(=NO1)C1=C(C=CC=C1Cl)Cl)COC1CCN(CC1)C1=NOC(=C1)/C(/N)=N/O